5-((5-(4-(2,6-difluorobenzyl)-5-oxo-4,5-dihydro-1H-1,2,4-triazol-1-yl)-3-fluoropyridin-2-yl)oxy)-4-methylthiazole-2-carboxamide FC1=C(CN2C=NN(C2=O)C=2C=C(C(=NC2)OC2=C(N=C(S2)C(=O)N)C)F)C(=CC=C1)F